BrC(C(=O)OCCCCCCCCCCC)CCCC undecyl bromohexanoate